C(CC#C)N(CC(=O)O)C 2-[BUT-3-YN-1-YL(METHYL)AMINO]ACETIC ACID